(RS)-2-amino-4-(hydroxy(methyl)phosphono)-butyric acid N[C@@H](C(=O)O)CCP(=O)(OC)OO |r|